COC(CNC(CNC(=O)OCC1C2=CC=CC=C2C2=CC=CC=C12)=O)=O Fmoc-glycyl-glycine methyl ester